ClC=1C(=C(C=C(C1)F)[C@@H]1NOCC1)F (R)-3-(3-chloro-2,5-difluorophenyl)isoxazolidine